(S or R)-1-ethyl-5-(6-(2-hydroxy-6-methyl-4-(trifluoromethyl)phenyl)-3-methyl-2H-pyrazolo[3,4-b]pyridin-2-yl)piperidin-2-one C(C)N1C(CC[C@@H](C1)N1N=C2N=C(C=CC2=C1C)C1=C(C=C(C=C1C)C(F)(F)F)O)=O |o1:6|